4-[[1-[5-[(1S)-1-(2,2-difluoro-1,3-benzodioxol-5-yl)ethoxy]-3-pyridinyl]-3-(trifluoromethyl)-4,5,6,7-tetrahydroindazol-7-yl]oxy]benzoic acid FC1(OC2=C(O1)C=CC(=C2)[C@H](C)OC=2C=C(C=NC2)N2N=C(C=1CCCC(C21)OC2=CC=C(C(=O)O)C=C2)C(F)(F)F)F